FC(C(=O)N1CC(C1)C1=NN(C=2N=CC=C(C21)C#N)C2=CC=C(C=C2)OC(F)(F)F)=C 3-(1-(2-Fluoropropenoyl)azetidin-3-yl)-1-(4-(trifluoromethoxy)phenyl)-1H-pyrazolo[3,4-b]pyridine-4-carbonitrile